COC(C(C)(C)C1=CC=C(C=C1)C(CCCN1CCC(CC1)C(C1=CC=CC=C1)(C1=CC=CC=C1)O)=O)=O 2-[4-[4-[4-(hydroxydiphenylmethyl)-1-piperidyl]-1-oxobutyl]phenyl]-2,2-dimethyl-acetic acid methyl ester